C(CCC)N1C(N(C(C(C1=O)=C(N)N)=O)C1CCC(CC1)CN1C2(CC(C2)O)C(NC1=O)=O)=O 1-Butyl-5-(diaminomethylene)-3-((1S,4s)-4-(((2S,4s)-2-hydroxy-6,8-dioxo-5,7-diazaspiro[3.4]octan-5-yl)methyl)cyclohexyl)pyrimidine-2,4,6(1H,3H,5H)-trione